acetylphenylacetic acid C(C)(=O)C(C(=O)O)C1=CC=CC=C1